NCCC(=O)NC1(CCN(CC1)C1=C(C=C(C=C1)C(F)(F)F)C#N)C1=CC=C(C=C1)C=1C(=NC=CC1)OCC 3-amino-N-{1-[2-cyano-4-(trifluoromethyl)phenyl]-4-[4-(2-ethoxypyridine-3-Yl)phenyl]Piperidin-4-yl}propanamide